OCCCCN(C(OC(C)(C)C)=O)C Tert-butyl (4-hydroxybutyl)methylcarbamate